trans-2,3-epoxybutane C[C@H]1[C@@H](O1)C